C(#N)C=1N(C2=C(C=CC(=C2C1)C)F)CCNC1=CC(=NC=N1)C1=CC(=CS1)F 5-{6-[2-(2-Cyano-7-fluoro-4-methyl-indol-1-yl)-ethylamino]-pyrimidin-4-yl}-3-fluorothiophen